5-(1H-pyrazol-4-yl)-3-(trifluoromethoxy)phenol N1N=CC(=C1)C=1C=C(C=C(C1)O)OC(F)(F)F